[1-(2-fluoranylethyl)indol-5-yl]methanone FCCN1C=CC2=CC(=CC=C12)C=O